ClC1=C(SC=C1)C(=O)NC1=NN(C2=CC=CC=C12)CC1=CC=C(C=C1)C(F)(F)F 3-chloro-N-(1-(4-(trifluoromethyl)benzyl)-1H-indazol-3-yl)thiophene-2-carboxamide